FC1=C(C=CC(=C1)OC[C@H](C)N1C[C@@H](CC1)C)C1OC2=C(C(=C1C1=CC(=CC=C1)O)C)C=C(C=C2)O 2-(2-fluoro-4-((S)-2-((R)-3-methylpyrrolidin-1-yl)propoxy)phenyl)-3-(3-hydroxyphenyl)-4-methyl-2H-benzopyran-6-ol